COCN([Si](C)(C)C)CC1=CC=CC=C1 N-methoxymethyl-N-(trimethylsilyl)benzylamine